Cl.NC(C(=O)N1CCN(CC1)C(=O)NC1=NC(N(C=C1)C1=CC=C(C=C1)CN(CC)C1CC(CC(C1)N)N)=O)(C)C cis-4-(2-Amino-2-methylpropanoyl)-N-(1-(4-(((3,5-diaminocyclohexyl)(ethyl)amino)methyl)phenyl)-2-oxo-1,2-dihydropyrimidin-4-yl)piperazine-1-carboxamide hydrochloride salt